(S)-N-(4-chloro-1-(5-fluoro-2-methoxypyridin-3-yl)butyl)-2-methylpropane-2-sulfinamide ClCCCC(C=1C(=NC=C(C1)F)OC)N[S@@](=O)C(C)(C)C